NC=1C(=CC(=C(C1)NC1=NC=CC(=N1)N1C(N(C2=C1C=CC=C2)C)=O)OC)N(C)CCN(C)C 1-(2-(5-amino-4-((2-(dimethylamino)ethyl)(methyl)amino)-2-methoxyphenylamino)pyrimidin-4-yl)-3-methyl-1H-benzo[d]imidazol-2(3H)-one